CS(=O)(=O)C1=CC=C(C=C1)C1=CC=C2C(=N1)SC(=N2)N 5-(4-(methylsulfonyl)phenyl)thiazolo[5,4-b]pyridin-2-amine